C(C)(C)N1CCN(CC1)C1=CC=C(C=C1)C1=C(CCC2=CC(=CC=C12)OC)C1=CC=C(N(C)C)C=C1 4-(1-(4-(4-Isopropylpiperazin-1-yl)phenyl)-6-methoxy-3,4-dihydronaphthalen-2-yl)-N,N-dimethylaniline